tert-butyl (3-cyclopropyl-5-(4-hydroxypiperidin-1-yl)pyrazolo[1,5-a]pyrimidin-7-yl)(4-(pyridin-2-yl)benzyl)carbamate C1(CC1)C=1C=NN2C1N=C(C=C2N(C(OC(C)(C)C)=O)CC2=CC=C(C=C2)C2=NC=CC=C2)N2CCC(CC2)O